N-[4-[4-[1-(azetidine-3-carbonyl)piperidine-4-carbonyl]piperazine-1-carbonyl]-3-chloro-phenyl]-5-[4-(difluoromethoxy)-2,3-difluoro-phenyl]-1-methyl-imidazole-2-carboxamide N1CC(C1)C(=O)N1CCC(CC1)C(=O)N1CCN(CC1)C(=O)C1=C(C=C(C=C1)NC(=O)C=1N(C(=CN1)C1=C(C(=C(C=C1)OC(F)F)F)F)C)Cl